OC(CN1N=CC(=C1)C1=NC(=CC(=N1)N1CC2(C1)CCN(CC2)C(C)=O)NC2=NC=CC(=C2)C(C)C)(C)C 1-(2-(2-(1-(2-hydroxy-2-methylpropyl)-1H-pyrazol-4-yl)-6-((4-isopropylpyridin-2-yl)amino)pyrimidin-4-yl)-2,7-diazaspiro[3.5]nonan-7-yl)ethan-1-one